(2-methylpyridin-3-yl)methanol Methyl-2-methylpyridine-3-carboxylate CC1=C(C(=NC=C1)C)C(=O)OCC=1C(=NC=CC1)C